CC1=NN(C(S1)C1=CC=C(C=C1)C)\C(\NC=1SC(=NN1)C)=N/C=1C=C(C=CC1)C (Z)-5-methyl-N-(5-methyl-1,3,4-thiadiazol-2-yl)-N'-(m-tolyl)-2-(p-tolyl)-1,3,4-thiadiazole-3(2H)-carboximidamide